methyl 3,3-dimethyl-3,4-dihydroisoquinoline-2(1H)-carboxylate CC1(N(CC2=CC=CC=C2C1)C(=O)OC)C